CC=1C=C(C=C(C1)N1N=CN=C1)NC1=CC2=C(C=N1)C=C(N2)C2=CC(=NC=C2)C#N 4-(6-(3-methyl-5-(1H-1,2,4-triazol-1-yl)phenylamino)-1H-pyrrolo[3,2-c]pyridin-2-yl)picolinonitrile